COC1=CC=C(C=C1)NC1=CC=2OC=3C4=C(C=CC3C3(OC(C5=CC=CC=C35)=O)C2C=C1)C=CC=C4 10-[(4-Methoxyphenyl)amino]spiro[7H-benzo[c]xanthene-7,1'(3'H)-isobenzofuran]-3'-one